C(C#C)OC=1C=C(C(=O)O)C=C(C1)OCC#C 3,5-bis(prop-2-yn-1-yloxy)benzoic acid